p-phenylenebis(melamine) C1(=CC=C(C=C1)NC1=NC(=NC(=N1)N)N)NC1=NC(=NC(=N1)N)N